2-(2,6-dioxopiperidin-3-yl)-5-(2,8-diazaspiro[4.5]decan-2-yl)isoindoline-1,3-dione O=C1NC(CCC1N1C(C2=CC=C(C=C2C1=O)N1CC2(CC1)CCNCC2)=O)=O